FC(C1(CC1)[NH3+])(F)F [1-(trifluoromethyl)cyclopropyl]ammonium